1-(5-((3R,5R,8R,9R,10S,13S,14S,17S)-3-hydroxy-3,13-dimethylhexadecahydro-1H-cyclopenta[a]phenanthren-17-yl)-5-oxopentyl)-1H-pyrazole-4-carbonitrile O[C@@]1(CC[C@@H]2[C@H]3CC[C@@]4([C@H](CC[C@H]4[C@@H]3CC[C@@H]2C1)C(CCCCN1N=CC(=C1)C#N)=O)C)C